ClC1=C(C=CC(=C1)F)C1=CC(OC2=CC(=CC=C12)O[C@@H](C(=O)N1C[C@H](CC1)CC(=O)O)C)=O 2-[(3R)-1-[(2R)-2-[4-(2-chloro-4-fluoro-phenyl)-2-oxo-chromen-7-yl]oxypropanoyl]pyrrolidin-3-yl]acetic acid